C(C(=O)O)(=O)O.CN(C(CCNCC1=CC=C(C=C1)C=1N=C(C2=C(N1)N(C=C2)C2=CC=CC=C2)C2=CC=C(C=C2)CNCCC(C)N(C)C)C)C 2,4-bis{4-[(3-dimethylaminobutyl)aminomethyl]phenyl}-7-phenyl-7H-pyrrolo[2,3-d]pyrimidine oxalate